BrCCCOC(O[Si](OCCCCCCCC\C=C/C\C=C/CCCCC)(C)C)CCCCCCC\C=C/C\C=C/CCCCC (17Z,20Z)-1-bromo-5-((8Z,11Z)-heptadeca-8,11-dien-1-yl)-7,7-dimethyl-4,6,8-trioxa-7-silahexacosa-17,20-diene